Cl.C1C(CC12CCNCC2)O 7-azaspiro[3.5]Nonane-2-ol hydrochloride